5-bromo-4,7-dichloro-2-(ethylsulfanyl)-8-fluoropyrido[4,3-d]pyrimidine BrC1=NC(=C(C=2N=C(N=C(C21)Cl)SCC)F)Cl